The molecule is a glycopeptide obtained by formal condensation of the carboxy group of 6-O-butyrylated muramyl dipeptide with the hydroxy group of N-hydroxy-5-norbornene-2,3-dicarboxylmide. It has a role as a hapten. It is a glycopeptide and a butyrate ester. CCCC(=O)OC[C@@H]1[C@H]([C@@H]([C@H](C(O1)O)NC(=O)C)O[C@H](C)C(=O)N[C@@H](C)C(=O)N[C@H](CCC(=O)ON2C(=O)C3C4CC(C3C2=O)C=C4)C(=O)N)O